NC1=NC=CC=C1C1=NC2=C(N1C1=CC=C(C=C1)NC(OC(C)(C)C)=O)C=C(C=C2)C=2CCOCC2 tert-butyl N-[4-[2-(2-amino-3-pyridyl)-6-(3,6-dihydro-2H-pyran-4-yl)benzimidazol-1-yl]phenyl]carbamate